3-(acryloyl)oxypropyl-sulfonic acid C(C=C)(=O)OCCCS(=O)(=O)O